CN(C)CC1=C(C=CC(=N1)NC=1C=CC(=C2CN(C(C12)=O)C(=O)OC(C)(C)C)C1=CN=C2N1C=CC(=C2)F)C2CCOCC2 Tert-Butyl 7-((6-((dimethylamino)methyl)-5-(tetrahydro-2H-pyran-4-yl)pyridin-2-yl)amino)-4-(7-fluoroimidazo[1,2-a]pyridin-3-yl)-1-oxoisoindoline-2-carboxylate